Br.BrC1=CC=NC=C1C(=O)OC methyl 4-bromo-nicotinate hydrobromide